O=C1NC(CCC1NC(=O)C1=CC=C(C=N1)N1CCC(CC1)N1CC(C1)C(=O)O)=O (1-(6-((2,6-Dioxopiperidin-3-yl)carbamoyl)pyridin-3-yl)piperidin-4-yl)azetidine-3-carboxylic acid